CC=1C=C(OC=2C(=CC(=C(C(=O)O)C2)[N+](=O)[O-])[N+](=O)[O-])C=C(C1)C 5-(3,5-dimethylphenoxy)-2,4-dinitrobenzoic acid